3-methyl-4-[3-(pyridin-3-ylmethyl)imidazo[4,5-c]pyridin-2-yl]-1,2,5-oxadiazole CC1=NON=C1C1=NC2=C(C=NC=C2)N1CC=1C=NC=CC1